N-(2-chloro-4-(trifluoromethyl)phenyl)-2-(5-ethyl-2-(5-hydroxypyrimidin-2-yl)-7-oxo-6-(piperazin-1-yl)-[1,2,4]triazolo[1,5-a]pyrimidin-4(7H)-yl)acetamide ClC1=C(C=CC(=C1)C(F)(F)F)NC(CN1C=2N(C(C(=C1CC)N1CCNCC1)=O)N=C(N2)C2=NC=C(C=N2)O)=O